FC(C1(OCCCC(O1)=O)C(F)(F)F)(F)F 2,2-bis(trifluoromethyl)-1,3-dioxacycloheptan-4-one